ClC=1C(=CC(=NC1)C(C(=O)N)C=1C=NC(=CC1)N1CCN(CC1)C#N)OC (5-chloro-4-methoxypyridin-2-yl)-2-(6-(4-cyanopiperazin-1-yl)pyridin-3-yl)acetamide